O1N=CC=CCC1 6,7-Dihydro-1,2-oxazepin